tert-butyl N-cyclopropyl-N-[1-[7-[(6-methoxy-2-methyl-indazol-5-yl)carbamoyl]-2-methyl-6-(methylamino)indazol-4-yl]-4-piperidyl]carbamate C1(CC1)N(C(OC(C)(C)C)=O)C1CCN(CC1)C=1C2=CN(N=C2C(=C(C1)NC)C(NC1=CC2=CN(N=C2C=C1OC)C)=O)C